OC1C(CCCC1)NC(C1=CC(=NC=C1)N1C=NC=C1)=O N-(2-hydroxycyclohexyl)-2-(1H-imidazol-1-yl)isonicotinamide